FCCN1C(N(C2=NC(=NC=C12)SC)C1CCOCC1)=O 7-(2-Fluoroethyl)-2-(methylthio)-9-(tetrahydro-2H-pyran-4-yl)-7,9-dihydro-8H-purin-8-one